ClC1=NC=C(C(=N1)C1=CNC2=CC=CC=C12)F 3-(2-chloro-5-fluoropyrimidin-4-yl)-1H-indole